(S)-2-amino-3-(4-((fluorosulfonyl)oxy)phenyl)propanoic acid N[C@H](C(=O)O)CC1=CC=C(C=C1)OS(=O)(=O)F